2-bromo-N-[1-(3-cyano-2-fluorophenyl)-2-methyl-propyl]-N-cyclopropylacetamide BrCC(=O)N(C1CC1)C(C(C)C)C1=C(C(=CC=C1)C#N)F